1-(3-(3-methoxy-4-((3-methylbenzyl)oxy)phenyl)propylamino)cyclopentane-1-carboxylic acid COC=1C=C(C=CC1OCC1=CC(=CC=C1)C)CCCNC1(CCCC1)C(=O)O